C(C)(C)(C)OC(N[C@H]1CN(CCC1)C(=O)C1=CC=2N(C=C1)C(=C(N2)C=2N(C1=CC=CC=C1C2)CCOC)C)=O (R)-(1-(2-(1-(2-methoxyethyl)-1H-indol-2-yl)-3-methylimidazo[1,2-a]pyridine-7-carbonyl)piperidin-3-yl)carbamic acid tert-butyl ester